β-4-pyrazolylalanine N1N=CC(=C1)C[C@H](N)C(=O)O